N-octadecyl-N-hexadecyl-tolylammonium tetrakis(perfluoronaphthalene-2-yl)borate FC1=C(C(=C(C2=C(C(=C(C(=C12)F)F)F)F)F)F)[B-](C1=C(C2=C(C(=C(C(=C2C(=C1F)F)F)F)F)F)F)(C1=C(C2=C(C(=C(C(=C2C(=C1F)F)F)F)F)F)F)C1=C(C2=C(C(=C(C(=C2C(=C1F)F)F)F)F)F)F.C(CCCCCCCCCCCCCCCCC)[NH+](CCCCCCCCCCCCCCCC)C1=C(C=CC=C1)C